C(C)C1=C(C=C(C(=C1)O)F)C1=CC=C2C(=NNC2=C1)N1NC2=CC=CC(=C2C1)CNC(=O)N1CCN(CC1)C N-((2-(6-(2-ethyl-5-fluoro-4-hydroxyphenyl)-1H-indazol-3-yl)-1H-indazol-4-yl)methyl)-4-methylpiperazine-1-carboxamide